nitrilo-menthol N#CC1CC(C(CC1)C(C)C)O